FC(OC=1C=C(C=C2C(=NN(C12)C1OCCCC1)C1=C(C(=O)N)C=CC(=C1)F)CCC)F (7-(difluoromethoxy)-5-propyl-1-(tetrahydro-2H-pyran-2-yl)-1H-indazol-3-yl)-4-fluorobenzamide